8-((2s,5r)-4-(1-(3-cyano-4-fluorophenyl)ethyl)-2,5-dimethylpiperazin-1-yl)-5-methyl-6-oxo-5,6-dihydro-1,5-naphthyridine-2-carbonitrile C(#N)C=1C=C(C=CC1F)C(C)N1C[C@@H](N(C[C@H]1C)C1=CC(N(C=2C=CC(=NC12)C#N)C)=O)C